3-(5-(((1S,2S)-2-(3-ethoxyazetidin-1-yl)cyclohexyl)oxy)-1-oxoisoindolin-2-yl)piperidine-2,6-dione C(C)OC1CN(C1)[C@@H]1[C@H](CCCC1)OC=1C=C2CN(C(C2=CC1)=O)C1C(NC(CC1)=O)=O